(2-ethyl-5-methyl-2H-1,2,3-triazol-4-yl)methanone C(C)N1N=C(C(=N1)C=O)C